CC1=C(CC=C1OC)OC 2-methyl-1,3-dimethyloxy-cyclopentadiene